FC(C=1C=C(O[C@H]2CN(CC2)C(CC(=O)N[C@@H](C)C2=CC=C(C(=O)N)C=C2)(C)C)C=CC1)(F)F 4-[(1S)-1-[[2-[(3R)-3-[3-(Trifluoromethyl)phenoxy]pyrrolidin-1-yl]-2-methylpropane-carbonyl]amino]ethyl]benzamide